ClC1=C(C=CC(=C1)F)CN(CC(=O)N(C1=C(C=C(C(=O)O)C=C1)OCC)CC1=CC(=CC(=C1)C1CC1)C1CC1)S(=O)(=O)C1=C(C(=C(C=C1F)F)F)F 4-[[2-[(2-chloro-4-fluoro-phenyl)methyl-(2,3,4,6-tetrafluorophenyl)sulfonyl-amino]acetyl]-[(3,5-dicyclopropylphenyl)methyl]amino]-3-ethoxy-benzoic acid